3-benzyl-1-(difluoromethyl)-1H-benzimidazole C(C1=CC=CC=C1)N1CN(C2=C1C=CC=C2)C(F)F